(4-cyanophenyl)-N-(2-(dimethylamino)ethyl)-5-phenyloxazole-4-carboxamide C(#N)C1=CC=C(C=C1)C=1OC(=C(N1)C(=O)NCCN(C)C)C1=CC=CC=C1